C(#N)C=1C=C(C=CC1)NC(C1=C(N=C(C=C1)C)N1CCCCC1)=O N-(3-cyanophenyl)-6-methyl-2-(piperidin-1-yl)nicotinamide